C1(CC1)CN1CC2=C(CC1)SC(=C2)C2=CC(=C(C=O)C(=C2)OC)O 4-(5-(cyclopropylmethyl)-4,5,6,7-tetrahydrothieno[3,2-c]pyridin-2-yl)-2-hydroxy-6-methoxybenzaldehyde